CC1=NC2=CC=CC(=C2C(N1C1C(NC(CC1)=O)=O)=O)C#CCC1=CC=C(C=C1)CN1CCSCC1 3-(2-methyl-4-oxo-5-(3-(4-(thiomorpholinomethyl)phenyl)prop-1-yn-1-yl)quinazolin-3(4H)-yl)piperidine-2,6-dione